FC=1C=CC(=C(C(=O)N2[C@@H](COCC2)C)C1)C=1C=2N(C=C(C1)C1CN(C1)CC1CCC(CC1)C=1C=NN(C1)C)C(=NC2F)C (3R)-4-{5-fluoro-2-[1-fluoro-3-methyl-6-(1-{[(1s,4s)-4-(1-methyl-1H-pyrazol-4-yl)cyclohexyl]methyl}azetidin-3-yl)imidazo[1,5-a]pyridin-8-yl]benzoyl}-3-methylmorpholine